CC1(C2=CC=CC=C2C=2C=CC(=CC12)N(C1=CC=C(C=C1)C1=CC=C(N(C2=CC=CC=C2)C2=CC=3C(C4=CC=CC=C4C3C=C2)(C)C)C=C1)C1=CC=CC=C1)C N,N'-bis(9,9-dimethyl-fluorene-2-yl)-N,N'-diphenyl-benzidine